6-[4-(hydroxymethyl)piperidin-1-yl]-N-[(1r,4r)-4-(3-chloro-4-cyanophenoxy)cyclohexyl]pyridazine-3-carboxamide OCC1CCN(CC1)C1=CC=C(N=N1)C(=O)NC1CCC(CC1)OC1=CC(=C(C=C1)C#N)Cl